CN1N=C2C=CC(=CC2=C1)COC1CC2(C(N3[C@H](O2)CC[C@H]3C3=NC=CN=C3)=O)C1 (5'S,7a'R)-3-[(2-methyl-2H-indazol-5-yl)methoxy]-5'-(pyrazin-2-yl)tetrahydro-3'H-spiro[cyclobutane-1,2'-pyrrolo[2,1-b][1,3]oxazol]-3'-one